6-chloro-4-(trifluoromethyl)-2-((2-(trimethylsilyl)ethoxy)methyl)pyridazin-3(2H)-one ClC=1C=C(C(N(N1)COCC[Si](C)(C)C)=O)C(F)(F)F